2-[(4-fluorobenzoyl)amino]-4-[[2-fluoro-3-methoxy-propyl]-[4-(5,6,7,8-tetrahydro-1,8-naphthyridin-2-yl)butyl]amino]butanoic acid FC1=CC=C(C(=O)NC(C(=O)O)CCN(CCCCC2=NC=3NCCCC3C=C2)CC(COC)F)C=C1